3-[6-(2-Isopropyl-sulfanyl-pyridin-3-yl)-chroman-2-yl]-propionic acid ethyl ester C(C)OC(CCC1OC2=CC=C(C=C2CC1)C=1C(=NC=CC1S)C(C)C)=O